C(\C=C\C(=O)O)(=O)O.FC1=CC=C2C=CN(C2=C1)CCN(CCO)C 2-[2-(6-Fluoroindol-1-yl)ethyl-methyl-amino]ethanol fumarate